3,5-dichloro-4-hydroxy-N-(4-(2-hydroxyethoxy)-2-((2-(trifluoromethoxy)benzyl)carbamoyl)phenyl)benzamide ClC=1C=C(C(=O)NC2=C(C=C(C=C2)OCCO)C(NCC2=C(C=CC=C2)OC(F)(F)F)=O)C=C(C1O)Cl